(2R,3S)-3-(3-((2,2-Dimethyl-2,3-dihydropyrido[3,2-f][1,4]oxazepin-4(5H)-yl)methyl)-4-methylphenyl)-3-(1-ethyl-4-fluoro-1H-benzo[d][1,2,3]triazol-5-yl)-2-methylpropanoic acid CC1(OC2=C(CN(C1)CC=1C=C(C=CC1C)[C@H]([C@H](C(=O)O)C)C1=C(C3=C(N(N=N3)CC)C=C1)F)C=CC=N2)C